ClC1=CC=C(C(=O)NC2=CC=C(C=C2)[C@@H]2CNCCO2)C=C1 4-Chloro-N-((R)-4-morpholin-2-yl-phenyl)-benzamide